CC1=NC(=CC=C1)C methyl-6-methylpyridine